chloro-N-(3'-chloro[1,1'-biphenyl]-2-yl)-[1,1'-biphenyl]-2-amine ClC1=C(C(=CC=C1)C1=CC=CC=C1)NC1=C(C=CC=C1)C1=CC(=CC=C1)Cl